FC1=C(N=C(C2=C1N=C(N=C2N2C[C@@](CCC2)(O)C)SC)OC)C2=CC(=CC1=CC=C(C(=C21)C#C[Si](C(C)C)(C(C)C)C(C)C)F)O[Si](C(C)C)(C(C)C)C(C)C (R)-1-(8-fluoro-7-(7-Fluoro-8-((triisopropylsilyl)ethynyl)-3-((triisopropylsilyl)oxy)naphthalen-1-yl)-5-methoxy-2-(methyl-Thio)pyrido[4,3-d]pyrimidin-4-yl)-3-methylpiperidin-3-ol